CC1=CC=C(C=C1)S(=O)(=O)OC[C@H]1N2C=3C(=C(SC3C(NC1)=O)C=1C=NN(C1)COCC[Si](C)(C)C)OCC2 (S)-(9-oxo-2-(1-((2-(trimethylsilyl)ethoxy)methyl)-1H-pyrazol-4-yl)-4,5,6,7,8,9-hexahydro-3-oxa-1-thia-5a,8-diazabenzo[cd]azulen-6-yl)methyl 4-methylbenzenesulfonate